ClC=1C=C(C=CC1F)NC1=NC=NC2=CC(=C(C=C12)OCCCN1CCOCC1)OCCCCl 4-[(3-chloro-4-fluorophenyl)amino]-7-[(3-chloropropyl)oxy]-6-{[3-(1,4-oxazinan-4-yl)propyl]oxy}quinazoline